3,6-epoxy-1,10-dodecadien-7-ol C=CC1CCC(C(CCC=CC)O)O1